1-Monooleoyl-rac-glycerol C(CCCCCCC\C=C/CCCCCCCC)(=O)OC[C@H](O)CO |r|